FC1=NN2C(C(NC3=C(C(=CC=C23)CN2CC3=NN(C=C3C2)C=2C=CC(=NC2F)C(=O)NC)F)=O)=C1 5-(5-((2,6-difluoro-4-oxo-4,5-dihydropyrazolo[1,5-a]quinoxalin-7-yl)methyl)-5,6-dihydropyrrolo[3,4-c]pyrazol-2(4H)-yl)-6-fluoro-N-methylpicolinamide